N[C@H]1CN(C[C@@H](C1)F)C(=O)C1=CC2=C(C(=C(O2)C=2N(C3=CC=CC=C3C2)CC2CC2)C)C=C1 ((3R,5R)-3-Amino-5-fluoropiperidin-1-yl)(2-(1-(cyclopropylmethyl)-1H-indol-2-yl)-3-methylbenzofuran-6-yl)methanone